4-[(3-Aminopropylamino)methyl]-N-[4-[4-[2-amino-6-(trifluoromethyl)pyrimidin-4-yl]piperazin-1-yl]sulfonylphenyl]benzamide NCCCNCC1=CC=C(C(=O)NC2=CC=C(C=C2)S(=O)(=O)N2CCN(CC2)C2=NC(=NC(=C2)C(F)(F)F)N)C=C1